C1(CC1)CC1CN(CCC1)C1CCN(CC1)C=1SC(=CN1)C(=O)NCC1=NC=C(C=C1F)F 2-[3-(Cyclopropylmethyl)[1,4'-bipiperidin]-1'-yl]-N-[(3,5-difluoropyridin-2-yl)methyl]-1,3-thiazole-5-carboxamide